1-(cyclobutyl-methyl)-8-[(2-hydroxy-ethyl)-methyl-amino]-3-[(4-methoxyphenyl)-methyl]-8-phenyl-1,3-diazaspiro[4.5]Decan-2-one C1(CCC1)CN1C(N(CC12CCC(CC2)(C2=CC=CC=C2)N(C)CCO)CC2=CC=C(C=C2)OC)=O